BrC=1C(=NC2=CC(=CC=C2C1)CC[C@H]1S(C[C@@H]2OC(O[C@@H]21)(C)C)=O)NCC2=CC=C(C=C2)OC (3aS,4R,6aR)-4-(2-(3-bromo-2-((4-methoxybenzyl)amino)quinolin-7-yl)ethyl)-2,2-dimethyltetrahydrothieno[3,4-d][1,3]dioxole 5-oxide